2-amino-7-fluoro-3-methyl-N-(2-pyrimidinylmethyl)-N-((5-(trifluoromethyl)-2-pyridinyl)methyl)-6-quinolinecarboxamide NC1=NC2=CC(=C(C=C2C=C1C)C(=O)N(CC1=NC=C(C=C1)C(F)(F)F)CC1=NC=CC=N1)F